COC=1C=C(C=CC1OC)C1=CC=NC=2N1N=C(C2)NC(=O)NC2=CC=C(C=C2)OCC 1-(7-(3,4-dimethoxyphenyl)pyrazolo[1,5-a]pyrimidin-2-yl)-3-(4-ethoxyphenyl)urea